FC=1C=C(C=C2C3=C(C=NC12)CC1CCC3N1C(=O)OC(C)(C)C)B1OC(C(O1)(C)C)(C)C tert-butyl 4-fluoro-2-(4,4,5,5-tetramethyl-1,3,2-dioxaborolan-2-yl)-8,9,10,11-tetrahydro-7H-8,11-epiminocyclohepta[c]quinoline-12-carboxylate